3-(((4-((4-fluoro-2-methyl-1H-indol-5-yl)oxy)-6-methoxyquinazolin-7-yl)oxy)methyl)cyclobutylamine FC1=C2C=C(NC2=CC=C1OC1=NC=NC2=CC(=C(C=C12)OC)OCC1CC(C1)N)C